tert-butyl (2S,6R)-4-(l-1-chloro-6-oxo-3-(pyrimidin-2-yl)-10-(trifluoromethyl)-3,4-dihydro-2H,6H-[1,4]thiazepino[2,3,4-ij]quinazolin-8-yl)-2,6-dimethylpiperazine-1-carboxylate ClS1CC(CN2C(N=C(C3=CC(=CC1=C23)C(F)(F)F)N2C[C@@H](N([C@@H](C2)C)C(=O)OC(C)(C)C)C)=O)C2=NC=CC=N2